C(CC)C(COC(C(C)N)=O)CCC aminopropionic acid (S)-2-propylpentyl ester